NC1=NN=C(C2=CC(=CC=C12)C=1C=C(C=CC1NC(=O)C=1C=NSC1)B(O)O)C [3-(1-amino-4-methylphthalazin-6-yl)-4-(1,2-thiazole-4-carbonylamino)phenyl]boronic acid